F[C@H]1CN(CC[C@H]1OC)C1=NC=CC(=N1)NC=1N=CC2=C(C=CC(=C2C1)[C@H]1[C@H](CC1)NC(C=C)=O)N1CC(C1)CS(=O)(=O)C N-((1S,2S)-2-(3-((2-((3S,4R)-3-fluoro-4-methoxypiperidin-1-yl)pyrimidin-4-yl)amino)-8-(3-((methylsulfonyl)methyl)azetidin-1-yl)isoquinolin-5-yl)cyclobutyl)acrylamide